2,4-dichloro-5,7-dihydrofurano[3,4-d]pyrimidine ClC=1N=C(C2=C(N1)COC2)Cl